3-(trifluoromethyl)-7,8-dihydro-5H-pyrano[4,3-b]pyridin-8-ol FC(C=1C=C2C(=NC1)C(COC2)O)(F)F